ClC=1C=C(C=CC1Cl)C=1N=C(SC1)NN=C(C(=O)O)CC1=C(C=CC=C1)[N+](=O)[O-] α-[2-[4-(3,4-Dichlorophenyl)-2-thiazolyl]-hydrazinylidene]-2-nitro-benzenepropanoic acid